6-trifluoromethyl-1-((dimethylamino)-(morpholino)methylene)-1H-benzotriazolium hexafluorophosphate F[P-](F)(F)(F)(F)F.FC(C=1C=CC2=C([N+](N=N2)=C(N2CCOCC2)N(C)C)C1)(F)F